C1(=CC=CC=C1)N1C=2C=CC=CC2C2(C3=CC(=CC=C3C=3C=CC(=CC23)C#N)C#N)C2=CC=CC=C12 10-phenyl-10H-spiro[acridine-9,9'-fluorene]-2',7'-dinitrile